FC1=C(C=CC=C1F)N1C(OC2=C1C=CC=C2C=2C=CC(=C(C(=O)NC1=CC=C(C=C1)F)C2)C)=O 5-(3-(2,3-Difluorophenyl)-2-oxo-2,3-dihydrobenzo[d]oxazol-7-yl)-N-(4-fluorophenyl)-2-methylbenzamide